3-[7-(aminocarbonyl)-5-fluoro-2H-indazole-2-yl]-1-ethylpyrrolidinium NC(=O)C1=CC(=CC2=CN(N=C12)C1C[NH+](CC1)CC)F